C(C)OC(=O)C1=C(N=C(S1)C1=CC2=C(S1)C(=CC(=C2)OCC(C)C)Br)C.CS(=O)(=O)CC=2C=C(N)C=CC2N2CCCC2 3-((methylsulfonyl)methyl)-4-(pyrrolidin-1-yl)aniline ethyl-2-(7-bromo-5-isobutoxy-benzo[b]thiophen-2-yl)-4-methylthiazole-5-carboxylate